COC(=O)[C@H]1[C@@H]([C@@H]([C@H]2O[C@H](OC[C@H]2O1)C1=CC=CC=C1)OS(=O)(=O)C(F)(F)F)OC(C)=O (2S,4aR,6R,7S,8R,8aS)-7-acetoxy-2-phenyl-8-(((trifluoromethyl)sulfonyl)oxy)hexahydropyrano[3,2-d][1,3]Dioxin-6-carboxylic acid methyl ester